ClC1=NC=C(C(=C1)C1=C(C=NC(=C1)C)C(=O)NC=1SC2=C(N1)CN(C2)C(C2=C(N=C(C=C2)OC)Cl)=O)OC 2'-chloro-N-(5-(2-chloro-6-methoxynicotinoyl)-5,6-dihydro-4H-pyrrolo[3,4-d]thiazol-2-yl)-5'-methoxy-6-methyl-[4,4'-bipyridine]-3-carboxamide